C(C)(C)(C)OC(=O)N[C@H](C(=O)N1[C@@H]([C@@H]2[C@H](C1)C21CC1)C(=O)O)C(C)(C)C (1R,2S,5S)-3-[(2S)-2-(tert-butoxycarbonylamino)-3,3-dimethyl-butanoyl]spiro[3-azabicyclo[3.1.0]hexane-6,1'-cyclopropane]-2-carboxylic acid